C(C)C=1C=C(C(=C(C1)[C@@H](C(=O)O)N1C[C@@H](CC1)OCCCCCC1=NC=2NCCCC2C(=C1C)OC)OC)F (S)-2-(5-ethyl-3-fluoro-2-methoxyphenyl)-2-((R)-3-((5-(4-methoxy-3-methyl-5,6,7,8-tetrahydro-1,8-naphthyridin-2-yl)pentyl)oxy)pyrrolidin-1-yl)acetic acid